FC1=CC=C(C=C1)C=1C=C(C=NC1)C(=O)N1CCC2=CC=CC=C12 (5-(4-fluorophenyl)pyridin-3-yl)(indolin-1-yl)methanone